C(C)(C)(C)OC(=O)N1CC(C1)(O)C=1C=C2C(=CC(=NC2=CC1OC)C)N[C@H](C)C1=C(C(=CC=C1)C(F)F)F (R)-3-(4-((1-(3-(difluoromethyl)-2-fluorophenyl)ethyl)amino)-7-methoxy-2-methylquinoline-6-yl)-3-hydroxyazetidine-1-carboxylic acid tert-butyl ester